1-((1S,3S)-3-(6-Amino-5-(4-phenoxyphenyl)-pyrimidin-4-ylamino)-cyclohexyl)-but-2-yn-1-one NC1=C(C(=NC=N1)N[C@@H]1C[C@H](CCC1)C(C#CC)=O)C1=CC=C(C=C1)OC1=CC=CC=C1